ClC=1C=C(C(=O)NC=2C=C(N(N2)CC2=CC=C(C=C2)OC)C(=O)NC2CCOCC2)C=CC1OC 5-[(3-Chloro-4-methoxy-benzoyl)amino]-2-[(4-methoxyphenyl)methyl]-N-tetrahydropyran-4-yl-pyrazole-3-carboxamide